1,2-bis(tetradecylphosphino)ethane C(CCCCCCCCCCCCC)PCCPCCCCCCCCCCCCCC